(2S,4R)-1-((S)-2-(1-fluorocyclopropane-1-carboxamido)-3,3-dimethylbutanoyl)-4-hydroxy-N-(4-(4-methylthiazol-5-yl)-2-(2-(piperidin-4-yl)ethoxy)benzyl)pyrrolidine-2-carboxamide FC1(CC1)C(=O)N[C@H](C(=O)N1[C@@H](C[C@H](C1)O)C(=O)NCC1=C(C=C(C=C1)C1=C(N=CS1)C)OCCC1CCNCC1)C(C)(C)C